ClC1=CC=2N(C(=C1)NCC1(CNC1)C1=CC=CC=C1)N=C(N2)C(F)(F)F 7-Chloro-N-((3-phenylazetidin-3-yl)methyl)-2-(trifluoromethyl)-[1,2,4]triazolo[1,5-a]pyridin-5-amine